C(C1=CC=CC=C1)OC(=O)N1CC(C1)[C@H](C#C)S(=O)(=O)C |r| racemic-3-(1-(methylsulfonyl)prop-2-ynyl)azetidine-1-carboxylic acid benzyl ester